C(C)N1N=C(C=C1C(=O)NC1=NC2=C(N1)C=1CC(OC1C(=C2)C(=O)N)(C)C)C 2-(1-ethyl-3-methyl-1H-pyrazole-5-carboxamido)-7,7-dimethyl-7,8-dihydro-1H-benzofuro[4,5-d]Imidazole-5-carboxamide